C(C)OC(C(C=O)N(C(C)(C)CC)CCC(=O)OCC)=O ((3-ethoxy-3-oxopropyl)(tert-amyl)amino)-3-oxopropanoic acid ethyl ester